aluminum-titanium-tin-zirconium-molybdenum-silicon [Si].[Mo].[Zr].[Sn].[Ti].[Al]